(3S)-N-cyclobutyl-3-{[1-cyclopentyl-5-(2-ethyl-4-fluorophenyl)-1H-pyrazol-3-yl]formamido}-5-(piperidin-1-yl)pentanamide C1(CCC1)NC(C[C@H](CCN1CCCCC1)NC(=O)C1=NN(C(=C1)C1=C(C=C(C=C1)F)CC)C1CCCC1)=O